(R)-4-(3-((2-(dimethylamino)ethyl)(methyl)amino)-3-(3-(trifluoromethyl)-phenethyl)piperidin-1-yl)-2-fluoro-N-(pyrimidin-4-yl)benzenesulfonamide CN(CCN([C@]1(CN(CCC1)C1=CC(=C(C=C1)S(=O)(=O)NC1=NC=NC=C1)F)CCC1=CC(=CC=C1)C(F)(F)F)C)C